COC1=C(C=CC=C1)C=1C(=CC=2N(C1)N=CC2C(=O)OC)C(=O)OC 3,5-dimethyl 6-(2-methoxyphenyl)pyrazolo[1,5-a]pyridine-3,5-dicarboxylate